methyl 3-(2,6-dichlorophenyl)-5-(1-methylcyclopropyl)-1,2-oxazole-4-carboxylate ClC1=C(C(=CC=C1)Cl)C1=NOC(=C1C(=O)OC)C1(CC1)C